5-chloro-2-(4-chloro-1H-1,2,3-triazol-1-yl)benzene ClC=1C=CC(=CC1)N1N=NC(=C1)Cl